FC=1C(=CC(=NC1)C(C)C)[S@](=O)(N)=NC(NC1=C2CCCC2=CC=2CCCC12)=O |o1:10| (S) or (R)-5-fluoro-N'-((1,2,3,5,6,7-hexahydro-s-indacen-4-yl)carbamoyl)-2-isopropylpyridine-4-sulfonimidamide